(Z)-methyl-16-(2-(dimethylamino)-3-((5-methoxy-5-oxopentyl)oxy)propoxy)hexadec-7-enoate COC(CCCCC\C=C/CCCCCCCCOCC(COCCCCC(=O)OC)N(C)C)=O